OC[C@@H](C)NC(=O)C1=NC=C(C(=N1)C1=NN(C=C1)C)OC1=CC=C(C=C1)C(F)(F)F N-[(2R)-1-Hydroxypropan-2-yl]-4-(1-methyl-1H-pyrazol-3-yl)-5-[4-(trifluoromethyl)phenoxy]pyrimidine-2-carboxamide